2-((2,2-difluorobenzo[d][1,3]dioxol-5-yl)methyl)oxazole-4-carboxylic acid FC1(OC2=C(O1)C=CC(=C2)CC=2OC=C(N2)C(=O)O)F